ClC=1C=C(C(=NC1)OC)S(=O)(=O)NC1=C(C(=C(C=C1)F)[C@@H]1CCC=2N(C1)C=NC2C2=NN=C(N2)C)F 5-chloro-N-[2,4-difluoro-3-[(6S)-1-(5-methyl-4H-1,2,4-triazol-3-yl)-5H,6H,7H,8H-imidazo[1,5-a]pyridin-6-yl]phenyl]-2-methoxypyridine-3-sulfonamide